nitrogen dicarbon [C].[C].[N]